ammonium allyl-nonylphenol C(C=C)C=1C(=C(C=CC1)O)CCCCCCCCC.[NH4+]